NC1=NC2=CC=C(C=C2C=C1C)C(=O)N(N(C1=NC=CC=N1)C)CC1=NC=C(C=C1)C1=C(N=CS1)CF 2-amino-N-((5-(4-(fluoromethyl)thiazol-5-yl)pyridin-2-yl)methyl)-N',3-dimethyl-N'-(pyrimidin-2-yl)quinoline-6-carbohydrazide